FC=1C=C(C=CC1OC1=CC=NC2=CC(=CN=C12)OC)NC(=O)C1=CN(C(=C(C1=O)C1=CC=C(C=C1)F)CO)C N-[3-Fluoro-4-[(7-methoxy-1,5-naphthyridin-4-yl)oxy]phenyl]-5-(4-fluorophenyl)-6-(hydroxymethyl)-1-methyl-4-oxopyridine-3-carboxamide